FC(C1(CC1)C1=CCN(C=C1)C=1C=NC(=C(C1)C=1C=NC2=CC(=NC=C2C1)NC)C)F 4-(1-(difluoromethyl)cyclopropyl)-N-(6-methyl-5-(7-(methylamino)-1,6-naphthyridin-3-yl)pyridin-3-yl)pyridine